(2S,4R)-1-(2-(3-acetyl-5-(4-(methylsulfonyl)piperazin-1-yl)-1H-indol-1-yl)acetyl)-N-(2'-chloro-2-fluorobiphenyl-3-yl)-4-fluoropyrrolidine-2-carboxamide C(C)(=O)C1=CN(C2=CC=C(C=C12)N1CCN(CC1)S(=O)(=O)C)CC(=O)N1[C@@H](C[C@H](C1)F)C(=O)NC=1C(=C(C=CC1)C1=C(C=CC=C1)Cl)F